[1,4]oxazepine-3,5(2H)-dicarboxylate O1CC(N=C(C=C1)C(=O)[O-])C(=O)[O-]